NC1=CC=CC(=N1)CC(C(=O)[O-])(C)C 3-(6-aminopyridin-2-yl)-2,2-dimethylpropanoate